Cl.Cl.N1(N=CN=C1)CCCN 3-(1H-1,2,4-triazol-1-yl)propan-1-amine dihydrochloride